ClC=1C(=C(C=CC1)C=1C(=CC=C2C(=C(C=NC12)NC(=O)C1=CC=NC2=CC=CC=C12)N1CCOCC1)F)C N-(8-(3-chloro-2-methylphenyl)-7-fluoro-4-morpholinoquinolin-3-yl)quinoline-4-carboxamide